(S)-3-HYDROXY-1-(1H-INDOL-5-YL)-2-OXO-PYRROLIDIN O[C@@H]1C(N(CC1)C=1C=C2C=CNC2=CC1)=O